OCCN1C(CC2=C(C3=C1N=CC=C3)C=CC=C2)=O (7S)-5-(2-hydroxyethyl)-6-oxo-7H-pyrido[2,3-d][3]Benzazepine